C(C=C)[Sn](CC=C)CC=C triallyltin